N-Ethylcyclohexylamin C(C)NC1CCCCC1